NC1=C(SC2=NC(=CC=C21)C)C(=O)N[C@@H]2CC=1C=CC(=NC1CC2)N2C[C@@H]([C@@H](C2)OC(C)C)N 3-amino-N-[(6S)-2-[(3S,4R)-3-amino-4-(propan-2-yloxy)pyrrolidin-1-yl]-5,6,7,8-tetrahydroquinolin-6-yl]-6-methylthieno[2,3-b]pyridine-2-carboxamide